6-nitro-2-[4-[[2-(2H-tetrazol-5-yl)-phenyl]methyl]-piperazin-1-yl]-1,3-benzothiazole [N+](=O)([O-])C1=CC2=C(N=C(S2)N2CCN(CC2)CC2=C(C=CC=C2)C=2N=NNN2)C=C1